4-amino-1-isopropyl-pyrazole hydrochloride Cl.NC=1C=NN(C1)C(C)C